β-amino-3-(4-chlorophenyl)-propionic acid NC(CC(=O)O)C1=CC=C(C=C1)Cl